C1(CC1)NC(=O)C1=C(C=CC=C1)NC1=NC(=NC=C1C(=O)N)NC1=C(C=C2CCN(CC2=C1)C)OC 4-((2-(cyclopropylcarbamoyl)phenyl)amino)-2-((6-methoxy-2-methyl-1,2,3,4-tetrahydroisoquinolin-7-yl)amino)pyrimidine-5-carboxamide